FC([C@H](C1=CN(C2=CC(=C(C=C12)F)C1=NC=CC=C1C(F)(F)F)CC(C)(C)C)NS(=O)(=O)C1CC1)(F)F (S)-N-(2,2,2-trifluoro-1-(5-fluoro-1-neopentyl-6-(3-(trifluoromethyl)pyridin-2-yl)-1H-indol-3-yl)ethyl)cyclopropanesulfonamide